3,5-dichloro-N-(4-(N-phenylsulfamoyl)phenyl)benzenesulfonamide ClC=1C=C(C=C(C1)Cl)S(=O)(=O)NC1=CC=C(C=C1)S(NC1=CC=CC=C1)(=O)=O